[N+](#[C-])C1=C(CC2=C(NC3=CC=CC=C23)C)C=CC=C1 3-(2-Isocyanobenzyl)-2-methyl-1H-indole